Cl.NCCC[C@H](C(C)C)N1CC2(C1)CN(CC2)C=2N=C(N=NC2OC2=C(C(=O)N(C(C)C)CC)C=C(C=C2)F)NC (R)-2-((5-(2-(6-amino-2-methylhex-3-yl)-2,6-diazaspiro[3.4]oct-6-yl)-3-(methylamino)-1,2,4-triazin-6-yl)oxy)-N-ethyl-5-fluoro-N-isopropylbenzamide hydrochloride